ClC=1C=C(C=CC1C)NC=1C(C(C1OCC)=O)=O 3-((3-chloro-4-methylphenyl)amino)-4-ethoxycyclobut-3-ene-1,2-dione